C(C)S(=O)(=O)C1=CC2=C(N(C(N2C)=O)C)C=C1C1=NC2=C(N1C)C=CC(=C2)S(=O)C(F)(F)F 5-ethylsulfonyl-1,3-dimethyl-6-[1-methyl-5-(trifluoromethylsulfinyl)benzimidazol-2-yl]benzimidazol-2-one